FC(C(CCN)(C)C)(F)F 4,4,4-trifluoro-3,3-dimethylbut-1-ylamine